8-[(1S,2S)-[2-(2,2-difluoroethyl)-7-fluoro-indazol-6-yl]cyclopropyl]-6-(2,4-dimethoxypyrimidin-5-yl)imidazo[1,2-b]pyridazine FC(CN1N=C2C(=C(C=CC2=C1)C1(CC1)C=1C=2N(N=C(C1)C=1C(=NC(=NC1)OC)OC)C=CN2)F)F